5-(3-methoxyphenyl)-7-methyl-6-(3-azaspiro[5.5]undec-8-en-9-yl)-7H-pyrrolo[2,3-d]pyrimidin-4-amine COC=1C=C(C=CC1)C1=C(N(C=2N=CN=C(C21)N)C)C2=CCC1(CCNCC1)CC2